1,2-Bis[4-(4-aminophenoxy)phenyl]propane NC1=CC=C(OC2=CC=C(C=C2)CC(C)C2=CC=C(C=C2)OC2=CC=C(C=C2)N)C=C1